methyl (S)-4-((2-methoxyethyl)(4-(5,6,7,8-tetrahydro-1,8-naphthyridin-2-yl)butyl)amino)-2-(((pentan-3-yloxy)carbonyl)amino)butanoate COCCN(CC[C@@H](C(=O)OC)NC(=O)OC(CC)CC)CCCCC1=NC=2NCCCC2C=C1